Cl.NC(C(=O)N[C@H](C(=C=O)N1CCC2(CC1)CN(C1=CC(=C(C=C12)F)F)S(=O)(=O)C)COC([2H])([2H])C1=CC=CC=C1)(C)C (R)-2-amino-N-(1-(5,6-difluoro-1-(methylsulfonyl)spiro[indoline-3,4'-piperidin]-1'-yl)-1-carbonyl-3-(phenylmethoxy-d2)propan-2-yl)-2-methylpropanamide hydrochloride